FC=1C=C2C=CC(OC2=C(C1)C=1N=C(SC1)NC(=O)C=1OC=CC1)(C)C N-(4-(6-fluoro-2,2-dimethyl-2H-chromen-8-yl)thiazol-2-yl)furan-2-carboxamide